N1=NC=C(C=C1)NC(=O)C=1C=C(C2=C(CCO2)C1)C(=O)N N5-(pyridazin-4-yl)-2,3-dihydrobenzofuran-5,7-dicarboxamide